tert-butyl (3S)-3-(N-methyl-2-chloropyridine-3-sulfonamido)pyrrolidine-1-carboxylate CN(S(=O)(=O)C=1C(=NC=CC1)Cl)[C@@H]1CN(CC1)C(=O)OC(C)(C)C